tert-butyl 2-(2-(isopropylamino)-6-oxo-5-(((1-phenylcyclobutyl)methyl)amino)pyrimidin-1(6H)-yl)acetate C(C)(C)NC=1N(C(C(=CN1)NCC1(CCC1)C1=CC=CC=C1)=O)CC(=O)OC(C)(C)C